5-chloro-2-methyl-N-((1r,4r)-4-((2-oxo-3-(3-oxo-3,4-dihydro-2H-pyrido[3,2-b][1,4]oxazin-7-yl)-2,3-dihydro-1H-benzo[d]imidazol-1-yl)methyl)cyclohexyl)nicotinamide ClC=1C=NC(=C(C(=O)NC2CCC(CC2)CN2C(N(C3=C2C=CC=C3)C3=CC=2OCC(NC2N=C3)=O)=O)C1)C